C(C)(C)(C)OC(=O)N1CC(=CCC1)C1=NC(=CC(=C1)Cl)C=1C=NN2C1C=C(C=C2)Cl.BrC2=CC=C(S2)S(=O)(=O)NC(C2=C(C=C(C=C2)C(F)(F)F)Cl)=O N-((5-bromothiophen-2-yl)sulfonyl)-2-chloro-4-(trifluoromethyl)benzamide tert-butyl-4-chloro-6-(5-chloropyrazolo[1,5-a]pyridin-3-yl)-5',6'-dihydro-[2,3'-bipyridine]-1'(2'H)-carboxylate